benzothiophene silicon [Si].S1C=CC2=C1C=CC=C2